S1CC(C1)SC1SCC(SC1)SC1CSC1 2,5-bis(3-thietanylthio)-1,4-dithiane